FC(S(=O)(=O)OC1=C(C=C2C(=NC=NC2=C1)NCCCCNS(NC(=O)OC(C)(C)C)(=O)=O)OC)(F)F 4-((4-((N-(tert-butoxycarbonyl)sulfamoyl)amino)butyl)amino)-6-methoxyquinazolin-7-yl trifluoromethanesulfonate